N1C(CC(CC1)=O)=O Piperidine-2,4-dione